2',4'-dimethoxy-3-hydroxyflavone COC1=C(C=2OC3=CC=CC=C3C(C2O)=O)C=CC(=C1)OC